CC1=CC=CC(=N1)CN1CCCCC1 1-((6-methylpyridin-2-yl)methyl)piperidin